CS(=O)(=O)OC1COCC=2C1=NC=C(C2)C(F)(F)F 3-(trifluoromethyl)-7,8-dihydro-5H-pyrano[4,3-b]pyridin-8-yl methanesulfonate